C(C=C)[C@]1(C(N(CCN(C1)C(=O)OC(C)(C)C)C(C1=CC=C(C=C1)OC)=O)=O)F tert-butyl (S)-6-allyl-6-fluoro-4-(4-methoxybenzoyl)-5-oxo-1,4-diazepane-1-carboxylate